ClC1=CC(=C(C=C1)N1CCC(CC1)(C=1C=NC(=CC1)C1=C(C=CC=C1)OCC)NC(=O)[C@@H]1CN(CC1)C)C#N (3S)-N-[1-(4-chloro-2-cyanophenyl)-4-[6-(2-ethoxyphenyl)pyridin-3-yl]piperidin-4-yl]-1-methylpyrrolidine-3-carboxamide